benzyl (4aS,8aR)-octahydro-6H-pyrido[3,4-b][1,4]oxazine-6-carboxylate N1[C@H]2[C@@H](OCC1)CN(CC2)C(=O)OCC2=CC=CC=C2